S1C=CC2=C1C1=C(S2)C=CC=C1 benzo[4,5]thieno[2,3-d]thiophene